5-bromo-7-chloro-6-methoxy-3,4-dihydro-2H-benzo[b][1,4]oxazine BrC1=C(C(=CC=2OCCNC21)Cl)OC